ethyl 5-((6-chloro-1-methyl-1H-pyrazolo[3,4-d]pyrimidin-3-yl)amino)-6-methylnicotinate ClC1=NC=C2C(=N1)N(N=C2NC=2C(=NC=C(C(=O)OCC)C2)C)C